OC=1C=C(C=C(C1O)O)C=CC1=CC=CC=C1 3,5,4-trihydroxystilbene